C(#N)C=1N=C(N(C1)COCC[Si](C)(C)C)C(=O)NC=1C(=NC(=CC1)C1=CC2(C=CC(C1)(O2)C)CO)C2=CCC(CC2)(C)C 4-cyano-N-[2-(4,4-dimethylcyclohexen-1-yl)-6-[1-(hydroxymethyl)-5-methyl-8-oxabicyclo[3.2.1]octa-2,6-dien-3-yl]-3-pyridyl]-1-(2-trimethylsilylethoxymethyl)imidazole-2-carboxamide